C1(=CC=CC=C1)COC(=O)[C@@]1(CNC[C@@H]1CC=C)NC(=O)OCC1=CC=CC=C1 (3R,4S)-4-allyl-3-(((benzyloxy)carbonyl)amino)pyrrolidine-3-carboxylic acid phenylmethyl ester